C(#N)C1=C2NC(C(N(C2=CC=C1)\N=C(/C(=O)OC)\C)C1CC1)=O methyl (Z)-2-((5-cyano-2-cyclopropyl-3-oxo-3,4-dihydroquinoxalin-1(2H)-yl)imino)propanoate